(R)-3-bromomethylhexanoic acid methyl ester COC(C[C@@H](CCC)CBr)=O